potassium 2,3-dihydroxy-3-methylbutanoic acid OC(C(=O)O)C(C)(C)O.[K]